(E)-5-((3,5-difluorophenyl)sulfonyl)-3-(2-(pyridin-2-yl)vinyl)-1H-pyrazolo[4,3-b]pyridine FC=1C=C(C=C(C1)F)S(=O)(=O)C1=CC=C2C(=N1)C(=NN2)\C=C\C2=NC=CC=C2